COC1=CC=C(C=C1)N(C1=CC=C(C=C1)OC)C1=CC=2C3(C4=CC(=CC=C4C2C=C1)N(C1=CC=C(C=C1)OC)C1=CC=C(C=C1)OC)C1=CC(=CC=C1C=1C=CC(=CC13)N(C1=CC=C(C=C1)OC)C1=CC=C(C=C1)OC)N(C1=CC=C(C=C1)OC)C1=CC=C(C=C1)OC 2,2',7',7-tetrakis[N,N-bis(4-methoxyphenyl)amino]-9,9'-spirobifluorene